Ethyl-{[(E)-{2-chloro-5-[4-(1,1-difluoroethyl)-2,6-dioxo-3,6-dihydropyrimidin-1(2H)-yl]-4-fluorobenzyliden}amino]oxy}acetat C(C)OC(CO/N=C/C1=C(C=C(C(=C1)N1C(NC(=CC1=O)C(C)(F)F)=O)F)Cl)=O